6-chloro-3-(((R)-1-(3-cyano-2-((S)-4-(4-cyanophenyl)-2-methylpiperazin-1-yl)-7-methyl-4-oxo-4H-pyrido[1,2-a]pyrimidin-9-yl)ethyl)amino)picolinic acid ClC1=CC=C(C(=N1)C(=O)O)N[C@H](C)C1=CC(=CN2C1=NC(=C(C2=O)C#N)N2[C@H](CN(CC2)C2=CC=C(C=C2)C#N)C)C